tert-butyl rel-(4R)-4-[7-[[1-(2-hydroxyethyl)pyrazol-4-yl]amino]-1-methyl-2-oxo-4H-pyrimido[4,5-d]pyrimidin-3-yl]-8-methoxy-3,4-dihydro-2H-quinoline-1-carboxylate OCCN1N=CC(=C1)NC1=NC=C2C(=N1)N(C(N(C2)[C@@H]2CCN(C1=C(C=CC=C21)OC)C(=O)OC(C)(C)C)=O)C |o1:19|